2-amyl-1,4,4a,9a-tetrahydroanthraquinone C(CCCC)C=1CC2C(C3=CC=CC=C3C(C2CC1)=O)=O